COC=1C=C(C=CC1NC1=NN(C=C1)C)C=1C=C(N2N=CN=C(C21)N)C2=NN(C=C2)C 5-(3-methoxy-4-((1-methyl-1H-pyrazol-3-yl)amino)phenyl)-7-(1-methyl-1H-pyrazol-3-yl)pyrrolo[2,1-F][1,2,4]triazin-4-amine